3-(2-(trifluoromethoxy)pyridin-4-yl)bicyclo[4.2.0]octa-1(6),2,4-trien-2-ol FC(OC1=NC=CC(=C1)C1=C(C=2CCC2C=C1)O)(F)F